2-chloro-N-[(1R,3S)-3-{[6-chloro-2-(trifluoromethyl)quinolin-4-yl]amino}cyclohexyl]-4-methanesulfonylbenzamide ClC1=C(C(=O)N[C@H]2C[C@H](CCC2)NC2=CC(=NC3=CC=C(C=C23)Cl)C(F)(F)F)C=CC(=C1)S(=O)(=O)C